{3-[2-(Dimethylamino)ethyl]-4-indolyloxy}methyl (S)-2-(tert-butoxycarbonylamino)-3-methyl-butyrate C(C)(C)(C)OC(=O)N[C@H](C(=O)OCOC1=C2C(=CNC2=CC=C1)CCN(C)C)C(C)C